2-{4-[4-Fluoro-2-(4-methyl-1,2,4-triazol-3-yl)phenyl]-6-isopropylpyridin-2-yl}-6-({[(1-hydroxycyclobutyl)methyl]amino}methyl)-3H-isoindol-1-one FC1=CC(=C(C=C1)C1=CC(=NC(=C1)C(C)C)N1C(C2=CC(=CC=C2C1)CNCC1(CCC1)O)=O)C1=NN=CN1C